3-[5-[4-(6-chloro-5-fluoro-indolin-1-yl)quinazolin-6-yl]-2-pyridyl]oxetan-3-amine ClC1=C(C=C2CCN(C2=C1)C1=NC=NC2=CC=C(C=C12)C=1C=CC(=NC1)C1(COC1)N)F